2-((((2-(diethylamino)ethyl)carbamoyl)oxy)methyl)propane-1,3-diyl bis(4,4-bis(octyloxy)butanoate) C(CCCCCCC)OC(CCC(=O)OCC(COC(CCC(OCCCCCCCC)OCCCCCCCC)=O)COC(NCCN(CC)CC)=O)OCCCCCCCC